CC=1C=C2C[C@@](C(C2=CC1C)=O)(CC1CCN(CC1)CC1=CC=CC=C1)Cl |r| (±)-2,3-dihydro-5,6-dimethylchloro-2-{[(1-benzyl)-4-piperidinyl]methyl}-1H-inden-1-one